BrC1=CC(=C(C=C1)C=1N(C2=NC=NC(=C2N1)OC1(CC1)C)CC1=NC=CC(=C1)C)Cl 8-(4-Bromo-2-chlorophenyl)-6-(1-methylcyclopropoxy)-9-((4-methylpyridin-2-yl)methyl)-9H-purine